4-(2-oxo-2H-chromene-8-carboxamido)pyridine O=C1OC2=C(C=CC=C2C=C1)C(=O)NC1=CC=NC=C1